C(#N)[C@H](CC1=CC=C(C=C1)I)NC(OC(C)(C)C)=O (S)-tert-butyl (1-cyano-2-(4-iodophenyl)ethyl)carbamate